C(C)(C)(C)OC(=O)N1[C@H]2[C@@H](NC[C@@H]1CC2)CO[Si](C)(C)C(C)(C)C |r| (±)-rel-(1R,2R,5S)-2-(((tert-butyldimethylsilyl)oxy)methyl)-3,8-diazabicyclo[3.2.1]octane-8-carboxylic acid tert-butyl ester